(S)-6-(1-(5-methoxypicolinamido)ethyl)-2-morpholinopyrimidin-4-yl trifluoromethanesulfonate FC(S(=O)(=O)OC1=NC(=NC(=C1)[C@H](C)NC(C1=NC=C(C=C1)OC)=O)N1CCOCC1)(F)F